α-benzylacrylic acid C(C1=CC=CC=C1)C(C(=O)O)=C